4-(3-benzylphenyl)-7-methyl-8-(trifluoromethyl)-1H-benzo[b][1,4]diazepin-2(3H)-one C(C1=CC=CC=C1)C=1C=C(C=CC1)C1=NC2=C(NC(C1)=O)C=C(C(=C2)C)C(F)(F)F